O1CCN(CC1)CCC1=C2C3=C(C(OC2=CC=C1)=O)C=C(C=C3)C(=O)N (2-morpholinoethyl)-6-oxo-6H-benzo[c]chromene-8-carboxamide